epoxybicyclo[2.2.1]heptane C123C(CC(CC1)C2)O3